C(C)(C)(C)OC(=O)N1CC2(C1)C[C@H]([C@@H](CC2)N2N=C1C=C(C(=CC1=C2)Br)OC)C.FC(C=2C=C(C=CC2)C2OC2)(F)F |r| 2-(3-(trifluoromethyl)phenyl)oxirane rac-tert-butyl-(6R,7R)-7-(5-bromo-6-methoxy-2H-indazol-2-yl)-6-methyl-2-azaspiro[3.5]nonane-2-carboxylate